C(C)(=O)O[C@H]1[C@H](O[C@H]([C@@H]([C@H]1OC(C)=O)NC(C)=O)OCCCCOP(N(C(C)C)C(C)C)OCCC#N)COC(C)=O (2R,3R,4R,5R,6R)-5-acetamido-2-(acetoxymethyl)-6-(4-(((2-cyanoethoxy)(diisopropylamino)phosphino)oxy)butoxy)tetrahydro-2H-pyran-3,4-diyl diacetate